2-bromo-N-(5-cyclopentylpyridin-2-yl)propanamide BrC(C(=O)NC1=NC=C(C=C1)C1CCCC1)C